2-((S)-1-(4-(6-((4-cyano-2-fluorobenzyl)oxy)pyridin-2-yl)piperazin-1-yl)ethyl)-3-(((S)-oxetan-2-yl)methyl)-3H-imidazo[4,5-b]pyridine-5-carboxylic acid sodium salt [Na+].C(#N)C1=CC(=C(COC2=CC=CC(=N2)N2CCN(CC2)[C@@H](C)C2=NC=3C(=NC(=CC3)C(=O)[O-])N2C[C@H]2OCC2)C=C1)F